COC1=C(C=CC(=C1)OC)C=1N=NSC1C(=O)N (2,4-dimethoxyphenyl)thiadiazole-5-carboxamide